N-((S)-1-Pyridin-2-yl-ethyl)-3-[3-(4-trifluoromethoxybenzyl)-3H-imidazo[4,5-b]pyridin-2-yl]-propionamid N1=C(C=CC=C1)[C@H](C)NC(CCC1=NC=2C(=NC=CC2)N1CC1=CC=C(C=C1)OC(F)(F)F)=O